(S)-3-(1H-tetrazol-5-yl)-N-(1-(4-(trifluoromethyl)phenyl)ethyl)but-3-enamide N1N=NN=C1C(CC(=O)N[C@@H](C)C1=CC=C(C=C1)C(F)(F)F)=C